CN[C@H](CC(=O)O)C(=O)O.C1(CC1)[C@H](C(=O)N)N1[C@H]2CC(C[C@@H]1CC2)[C@@H]2C[C@@H](N(CC2)C2=NC=C(C=N2)F)C (R)-2-cyclopropyl-2-((1R,3S,5S)-3-((2S,4S)-1-(5-fluoropyrimidin-2-yl)-2-methylpiperidin-4-yl)-8-azabicyclo[3.2.1]oct-8-yl)acetamide N-methyl-d-aspartate